CC1(NC2=CC=CC=C2CC1)C1=CC=C(C=C1)F 2-methyl-2-(4-fluorophenyl)-1,2,3,4-tetrahydroquinoline